FC(C1=NC(=NC(=N1)C(F)(F)F)N1C(C=2NC3=CC=C(C=C3C2CC1)Cl)CC1OCCC1)(F)F 2-[4,6-bis(trifluoromethyl)-1,3,5-triazin-2-yl]-6-chloro-1-[(oxolan-2-yl)methyl]-2,3,4,9-tetrahydro-1H-pyrido[3,4-b]indole